tert-butyl 4-((1-(2,6-bis(benzyloxy)pyridin-3-yl)-5-fluoro-3-methyl-2-oxo-2,3-dihydro-1H-benzo[d]imidazol-4-yl)oxy)piperidine-1-carboxylate C(C1=CC=CC=C1)OC1=NC(=CC=C1N1C(N(C2=C1C=CC(=C2OC2CCN(CC2)C(=O)OC(C)(C)C)F)C)=O)OCC2=CC=CC=C2